perfluoro-2,5-dimethyl-3,6-dioxononanoyl fluoride FC(C(=O)F)(C(C(C(C(C(C(C(F)(F)F)(F)F)(F)F)=O)(C(F)(F)F)F)(F)F)=O)C(F)(F)F